Cl.Cl.C(C)C=1C=2N(N=C(C1)C1=CC(=C3C=C(N=NC3=C1)C1CCN(CC1)CCO)F)C=C(N2)C 2-{4-[7-(8-Ethyl-2-methylimidazo[1,2-b]pyridazin-6-yl)-5-fluoro-cinnolin-3-yl]piperidin-1-yl}ethan-1-ol dihydrochloride